O1CCN(CCC1)[C@H]1CN(CC1)C(=O)OC(C)(C)C tert-Butyl (R)-3-(1,4-oxazepan-4-yl)pyrrolidine-1-carboxylate